Sodium N-(5-propyl-1,3,4-thiadiazol-2-yl)sulfamate C(CC)C1=NN=C(S1)NS([O-])(=O)=O.[Na+]